Cl.C(N)(=O)C1N(CCC1)C(=N)N carbamoyl-pyrrolidine-1-carboxamidine hydrochloride